(S)-N-(5-methyl-4-oxo-2,3,4,5-tetrahydrobenzo[b][1,4]oxazepin-3-yl)-1-(1-phenylcyclopropyl)-1H-1,2,3-triazole-4-carboxamide CN1C2=C(OC[C@@H](C1=O)NC(=O)C=1N=NN(C1)C1(CC1)C1=CC=CC=C1)C=CC=C2